OC(C(C)O)(O)O dihydroxyl-1,2-propanediol